N-((2-(2,6-dioxopiperidin-3-yl)-1-oxoisoindolin-5-yl)methyl)-6,7-difluoro-2H-chromene-3-carboxamide O=C1NC(CCC1N1C(C2=CC=C(C=C2C1)CNC(=O)C=1COC2=CC(=C(C=C2C1)F)F)=O)=O